(S)-3-(4-((difluoromethyl)sulfonamido)-2-(1-(4-fluorophenyl)ethoxy)phenyl)-5-(pyrazin-2-ylamino)-1H-pyrazole-4-carboxamide FC(S(=O)(=O)NC1=CC(=C(C=C1)C1=NNC(=C1C(=O)N)NC1=NC=CN=C1)O[C@@H](C)C1=CC=C(C=C1)F)F